C1=CC=CC=2C3=CC=CC=C3C(C12)COC(=O)N1CC2C=CC(C1)N2.COCCOCCN2N=C(C(=C2)NC(=O)C=2N=C(OC2)C2=NNC=C2)C2=NC=CC=C2 N-(1-(2-(2-methoxyethoxy)ethyl)-3-(pyridin-2-yl)-1H-pyrazol-4-yl)-2-(1H-pyrazol-3-yl)oxazole-4-carboxamide 9H-fluoren-9-ylmethyl-3,8-diazabicyclo[3.2.1]oct-6-ene-3-carboxylate